C(C)N1CCC(CC1)NC=1C=2C=C(N(C2C=CC1)CC(F)(F)F)I N-(1-ethyl-4-piperidyl)-2-iodo-1-(2,2,2-trifluoroethyl)indol-4-amine